CC1=NC(=CC(=C1)B1OC(C(O1)(C)C)(C)C)C 2,6-dimethyl-4-(4,4,5,5-tetramethyl-1,3,2-dioxa-borolan-2-yl)pyridine